1-(6-chloro-5-methoxy-4-methylpyridin-3-yl)ethan-1-one tert-butyl-3-(5-amino-6-methylpyridin-2-yl)-7-cyclopropylindole-1-carboxylate C(C)(C)(C)OC(=O)N1C=C(C2=CC=CC(=C12)C1CC1)C1=NC(=C(C=C1)N)C.ClC1=C(C(=C(C=N1)C(C)=O)C)OC